[Si](C)(C)(C(C)(C)C)OCCCC(CCN1CC(N(CC1)CCCNC(OC(C)(C)C)=O)=O)O/N=C/C1=CC=CC=C1 tert-butyl N-[3-(4-{6-[(tert-butyldimethylsilyl)oxy]-3-{[(E)-(phenylmethylidene)amino]oxy}hexyl}-2-oxopiperazin-1-yl)propyl]carbamate